3-chloro-N-(2-chloro-4-nitrophenyl)-2-hydroxybenzamide ClC=1C(=C(C(=O)NC2=C(C=C(C=C2)[N+](=O)[O-])Cl)C=CC1)O